1-(6-((4-(4-(1-acetyl-4-((4-chlorophenyl)amino)-2-methyl-1,2,3,4-tetrahydroquinolin-6-yl)phenyl)piperazin-1-yl)methyl)pyridin-3-yl)dihydropyrimidine-2,4(1H,3H)-dione C(C)(=O)N1C(CC(C2=CC(=CC=C12)C1=CC=C(C=C1)N1CCN(CC1)CC1=CC=C(C=N1)N1C(NC(CC1)=O)=O)NC1=CC=C(C=C1)Cl)C